DS-1-tert-butyl ((1S)-1-(4,4-difluorocyclohexyl)-2-((4-((R or S)-2-methoxy-1-((3R,5S)-2-oxo-5-(trifluoromethyl)pyrrolidin-3-yl)ethyl)pyridin-2-yl)amino)-2-oxoethyl)carbamate FC1(CCC(CC1)[C@@H](C(=O)NC1=NC=CC(=C1)[C@H](COC)[C@@H]1C(N[C@@H](C1)C(F)(F)F)=O)NC(OC(C)(C)C)=O)F |o1:17|